C1(CC1)C=1C=CC=2C=3N(C(=NC2C1)N[C@H]1CNCCCC1)N=C(N3)C3=CC=C(C=C3)OC (3R)-3-{[8-Cyclopropyl-2-(4-methoxyphenyl)[1,2,4]triazolo[1,5-c]quinazolin-5-yl]amino}azepan